O=C1N(CCC1CC1=CC(=C(C(=C1)F)F)F)C1=CC(=C(N1COCC[Si](C)(C)C)C(=O)N)C1=CN=NC=C1 5-(2-Oxo-3-(3,4,5-trifluorobenzyl)pyrrolidin-1-yl)-3-(pyridazin-4-yl)-1-((2-(trimethylsilyl)ethoxy)methyl)-1H-pyrrole-2-carboxamide